ClC1=C(C=C(C=C1)C(C1=CC=C(C=C1)O[C@H]1COCC1)=O)NC(=O)NC1=CC=C(C=C1)OC(F)(F)F (R)-1-{2-chloro-5-{4-[(tetrahydrofuran-3-yl)oxy]benzoyl}phenyl}-3-[4-(trifluoromethoxy)phenyl]urea